o-cresyl glycidyl ether CC1=CC=CC=C1OCC2CO2